N1=C(C=NC=C1)CN1C=NC2=C1C=CC(=C2)NC(C)=O N-[1-(pyrazin-2-ylmethyl)benzo[d]imidazol-5-yl]acetamide